2-(4-methyl-styryl)quinoline CC1=CC=C(C=CC2=NC3=CC=CC=C3C=C2)C=C1